CC1=CC=2N(N=C1C1CCN(CC1)S(=O)(=O)C1=CN=C3SC=CN31)N=CN2 5-((4-(7-methyl-[1,2,4]triazolo[1,5-b]pyridazin-6-yl)piperidin-1-yl)sulfonyl)imidazo[2,1-b]thiazole